C1(CC1)OC1=CC=CC(=N1)C1=CC=C(CNC(OC(C)(C)C)=O)C=C1 tert-butyl (4-(6-cyclopropoxypyridin-2-yl)benzyl)carbamate